sec-butyl-tris(t-butoxy)tin C(C)(CC)[Sn](OC(C)(C)C)(OC(C)(C)C)OC(C)(C)C